ClC1=C(C=CC=C1)CC(=O)NC1=CC(=C(C=C1)COC=1N(C=CN1)C)S(N)(=O)=O 2-(2-chlorophenyl)-N-(4-(((1-methyl-1H-imidazol-2-yl)oxy)methyl)-3-sulfamoylphenyl)acetamide